N-[[6-[(3R)-3-(cyclobutylmethylamino)-1-piperidyl]-3-pyridyl]methyl]-4-oxo-pyrido[1,2-a]pyrimidine-2-carboxamide C1(CCC1)CN[C@H]1CN(CCC1)C1=CC=C(C=N1)CNC(=O)C=1N=C2N(C(C1)=O)C=CC=C2